ethyl monofluoroacetate FCC(=O)OCC